C(C)S(=O)(=O)C=1C=C(C=NC1C1=NC2=C(C=NC(=C2)C(F)(F)F)N1C)C(C#N)C(C)C 2-[5-ethylsulfonyl-6-[3-methyl-6-(trifluoromethyl)imidazo[4,5-c]pyridin-2-yl]-3-pyridyl]-3-methyl-butanenitrile